tert-Butyl 1-(((4-chlorobenzyl)oxy)methyl)-4-(hydroxymethyl)-7-azabicyclo-[2.2.1]heptane-7-carboxylate ClC1=CC=C(COCC23CCC(CC2)(N3C(=O)OC(C)(C)C)CO)C=C1